3-((6-acetamido-5-chloropyridin-3-yl)ethynyl)-4-methyl-N-(4-((4-methylpiperazin-1-yl)methyl)-3-(trifluoromethyl)phenyl)benzamide C(C)(=O)NC1=C(C=C(C=N1)C#CC=1C=C(C(=O)NC2=CC(=C(C=C2)CN2CCN(CC2)C)C(F)(F)F)C=CC1C)Cl